CN1C\C(\C(/C(/C1)=C/C1=CNC2=CC=CC=C12)=O)=C/C1=CC=C(C=C1)O (3E,5E)-1-methyl-3-(4-hydroxybenzylidene)-5-(3-indolylmethylene)-piperidin-4-one